anthracyl-pyridine chloride [Cl-].C1(=CC=CC2=CC3=CC=CC=C3C=C12)C1=NC=CC=C1